tert-butyl (tert-butoxycarbonyl)(6-(prop-1-en-2-yl)pyridazin-3-yl)carbamate C(C)(C)(C)OC(=O)N(C(OC(C)(C)C)=O)C=1N=NC(=CC1)C(=C)C